ethyl 2-(2-((7-(3-(1-aminopropyl)phenyl)benzofuran-5-yl)methoxy)phenyl)acetate NC(CC)C=1C=C(C=CC1)C1=CC(=CC=2C=COC21)COC2=C(C=CC=C2)CC(=O)OCC